7-[4-(4-methyl-1-piperazinyl)butoxy]-3-acetylcoumarin oxime CN1CCN(CC1)CCCCOC1=CC=C2C=C(C(OC2=C1)=NO)C(C)=O